(1-((3-bromophenyl) sulfonyl)-piperidin-4-yl) carbamate C(N)(OC1CCN(CC1)S(=O)(=O)C1=CC(=CC=C1)Br)=O